C(C)(C)C1=C(C(=CC=C1)C(C)C)C1=C(C=CC=C1)O 2-(2',6'-diisopropylphenyl)-phenol